8-fluoro-3,3,5-trimethyl-3,4-dihydro-1H-quinoxalin-2-one FC=1C=CC(=C2NC(C(NC12)=O)(C)C)C